BrC1=C2C=NC=NC2=C(C=C1)C(Br)Br 5-bromo-8-(dibromomethyl)quinazoline